ethyl 6-methoxy-1H-pyrrolo[2,3-b]pyridine-2-carboxylate COC1=CC=C2C(=N1)NC(=C2)C(=O)OCC